(3,5-di(pyridin-4-yl)phenyl)pinacol borate B(O)(O)O.N1=CC=C(C=C1)C=1C=C(C=C(C1)C1=CC=NC=C1)CC(O)(C)C(C)(C)O